OC=1C(=C(C=C(C1)CCCCC)CC(=O)[O-])C1C=C(CCC1C(=C)C)C [3-Hydroxy-2-(3-methyl-6-prop-1-en-2-ylcyclohex-2-en-1-yl)-5-pentylphenyl]acetate